1-(1-Methylpyrrolo[2,3-c]pyridin-4-yl)ethanol CN1C=CC=2C1=CN=CC2C(C)O